3-((4-(piperazin-1-yl)phenyl)amino)-5-(piperidin-1-yl)pyrazine-2-carboxamide N1(CCNCC1)C1=CC=C(C=C1)NC=1C(=NC=C(N1)N1CCCCC1)C(=O)N